NC1=C2C(C3=C(CCC(=C3C(C2=CC=C1)=O)O)O)=O 5-amino-2,3-dihydro-1,4-dihydroxyanthraquinone